(3-amino-6-(2',5'-dimethyl-2',3'-dihydro-1'H-spiro[cyclopropan-1,4'-isoquinolin]-7'-yl)pyrazin-2-yl)-N-(pyrimidin-5-yl)-1H-pyrazole-4-carboxamide NC=1C(=NC(=CN1)C1=CC(=C2C3(CN(CC2=C1)C)CC3)C)N3N=CC(=C3)C(=O)NC=3C=NC=NC3